C(C1=CC=CC=C1)N1N=NC(=C1)COC1=CC(=C(C=C1)C(\C=C\C1=CC=CC=C1)=O)O (E)-1-[4-[(1-Benzyltriazol-4-yl)methoxy]-2-hydroxyphenyl]-3-phenylprop-2-en-1-one